CN1N=C(C=C1)B(O)O (1-methyl-1H-pyrazol-3-yl)boronic acid